(1R,2S,3S,4R)-3-((2-(5-fluoro-1-p-toluenesulfonyl-1H-pyrrolo[2,3-b]pyridin-3-yl)-5-vinylpyrrolo[2,1-f][1,2,4]triazin-4-yl)amino)bicyclo[2.2.2]octane-2-carboxylic acid ethyl ester C(C)OC(=O)[C@H]1C2CCC([C@@H]1NC1=NC(=NN3C1=C(C=C3)C=C)C3=CN(C1=NC=C(C=C13)F)S(=O)(=O)C1=CC=C(C)C=C1)CC2